N-(4-(4-((2-methylpropyl)sulfonamido)phenyl)-1H-pyrrolo[2,3-b]pyridin-6-yl)cyclopropylcarboxamide CC(CS(=O)(=O)NC1=CC=C(C=C1)C1=C2C(=NC(=C1)NC(=O)C1CC1)NC=C2)C